C(CCCCCCC)NC(OC1=CC(=CC=C1)C=1C=NC=C(C1)C=1OC=NN1)=O 3-(5-(1,3,4-oxadiazol-2-yl)pyridin-3-yl)phenyl octylcarbamate